FC1=CC(=C(C=C1OC1=CC=C(C=C1)C(F)(F)F)N1C(N(C(C1)C(=O)N)C)=O)OC (4-fluoro-2-methoxy-5-(4-(trifluoromethyl)phenoxy)phenyl)-3-methyl-2-oxoimidazolidine-4-carboxamide